2-(4-((2-((carboxymethyl)(methyl)amino)ethyl)amino)benzyl)malonic acid C(=O)(O)CN(CCNC1=CC=C(CC(C(=O)O)C(=O)O)C=C1)C